(3E,6E)-2,4-Diethylocta-3,6-dienal C(C)C(C=O)\C=C(\C\C=C\C)/CC